FC(=C(F)F)O trifluorovinylalcohol